5-(3-isopropyl-2-(2-methylpyridin-4-yl)-1H-indol-5-yl)-4-methyl-2-(piperidin-4-yl)thiazole C(C)(C)C1=C(NC2=CC=C(C=C12)C1=C(N=C(S1)C1CCNCC1)C)C1=CC(=NC=C1)C